C(CCC=C)SSSCCCC=C bis(4-pentenyl) trisulfide